F[B-](F)(F)F.C(C)(C)(C)[PH+](C1=CC(=CC=C1)C(C)C)C(C)(C)C di-(tert-butyl)(3-isopropylphenyl)phosphonium tetrafluoroborate